C(N)(OCCCCCCCCCCCCCCCCCCCC)=O eicosyl carbamate